C(CCCCCCCCCCCCCCCCC)C(O)C(OC)CO octadecyl-2-O-methyl-racemic-glycerol